NC=1C=C(C=C(C1)C(F)(F)F)C(C)NC1=NC(=NC2=CC=CC=C12)Cl 4-((1-(3-amino-5-(trifluoromethyl)phenyl)ethyl)amino)-2-chloroquinazoline